2-(4-fluoro-2-methyl-phenoxy)-N-(2-oxo-1H-pyridin-4-yl)-4-(trifluoromethyl)benzamide FC1=CC(=C(OC2=C(C(=O)NC3=CC(NC=C3)=O)C=CC(=C2)C(F)(F)F)C=C1)C